7-bromo-N-[(2,4-dimethoxyphenyl)methyl]pyrido[3,2-c]pyridazin-4-amine BrC1=CC=2N=NC=C(C2N=C1)NCC1=C(C=C(C=C1)OC)OC